CCCCCCCC/C=C\CCCCCCCC(=O)OC[C@H](COP(=O)(O)OC[C@@H](C(=O)O)N)OC(=O)CCCCCC/C=C\C/C=C\C/C=C\CCCCC 1-(9Z-octadecenoyl)-2-(8Z,11Z,14Z-eicosatrienoyl)-glycero-3-phosphoserine